C1(CCC1)NC1=C2C(=NC(=C1)NC1=CC=C(C=3OCCOC31)C(=O)N3CCC(CC3)N3CCOCC3)NC=C2C#N 4-(cyclobutylamino)-6-((8-(4-morpholinopiperidine-1-carbonyl)-2,3-dihydrobenzo[b][1,4]dioxin-5-yl)amino)-1H-pyrrolo[2,3-b]pyridine-3-carbonitrile